ClC=1C=NN(C1C(NC1=NC=C(C=C1C)C#CC1=CC=CC=C1)=O)CC1(CCN(CC1)C(=O)OC(C)(C)C)C tert-butyl 4-((4-chloro-5-((3-methyl-5-(phenylethynyl)pyridin-2-yl)carbamoyl)-1H-pyrazol-1-yl)methyl)-4-methylpiperidine-1-carboxylate